NC1=NC=CC=C1C1=NC=2C(=NC(=CC2)C=2SC(=NN2)C)N1C=1C=C2CC[C@@H](C2=CC1)NC1CCN(CC1)C(C=C)=O (S)-1-(4-((5-(2-(2-aminopyridin-3-yl)-5-(5-methyl-1,3,4-thiadiazol-2-yl)-3H-imidazo[4,5-b]pyridin-3-yl)-2,3-dihydro-1H-inden-1-yl)amino)piperidin-1-yl)prop-2-en-1-one